racemic-2-methylbutyric acid C[C@@H](C(=O)O)CC |r|